FC1([C@@H]([C@H](CCC1)OC=1C=C2CN(C(C2=CC1)=O)C1C(NC(CC1)=O)=O)N1CC(C1)C1CCN(CC1)C(=O)C1(COC1)C)F 3-(5-(((1S,2R)-3,3-difluoro-2-(3-(1-(3-methyloxetane-3-carbonyl)piperidin-4-yl)-azetidin-1-yl)cyclohexyl)-oxy)-1-oxoisoindolin-2-yl)-piperidine-2,6-dione